6-azido-2-methyl-7,8-dihydropyrazolo[4,3-b]azepin-5(2H,4H,6H)-one N(=[N+]=[N-])C1CCC=2C(NC1=O)=CN(N2)C